FC1=C(C=C(C=C1)F)C1N(C(CC1)([2H])[2H])C1=NC=2N(C=C1)N=CC2N 5-(2-(2,5-difluorophenyl)pyrrolidin-1-yl-5,5-d2)pyrazolo[1,5-a]pyrimidin-3-amine